(R)-2-chloro-5-(7-chloro-3-cyclohexyl-2,5-dimethyl-1,1-dioxido-2,3,4,5-tetrahydrobenzo[f][1,2,5]thiadiazepin-8-yl)benzoic acid ClC1=C(C(=O)O)C=C(C=C1)C1=CC2=C(N(C[C@H](N(S2(=O)=O)C)C2CCCCC2)C)C=C1Cl